2-(1-(4-cyanophenyl)-1H-pyrazol-4-yl)-N-(3-cyclopropyl-1H-pyrazol-5-yl)propanamide C(#N)C1=CC=C(C=C1)N1N=CC(=C1)C(C(=O)NC1=CC(=NN1)C1CC1)C